2-(bromomethyl)-4,4,5,5-tetramethyl-1,3,2-dioxaborolane BrCB1OC(C(O1)(C)C)(C)C